N,N'-[azobis(4,1-phenylene)]bismaleimide N(=NC1=CC=C(C=C1)N1C(C=CC1=O)=O)C1=CC=C(C=C1)N1C(C=CC1=O)=O